M-methyl-styrene CC=1C=C(C=C)C=CC1